ClC1=NC(=CC(=C1)/C=C/C(=O)OCC)Cl (E)-ethyl 3-(2,6-dichloropyridin-4-yl)acrylate